C(#N)C1(CC1)C1=NC=CC(=C1)NC(=O)C1OC(C(C1C1=C(C(=C(C=C1)F)F)OC)C)(C(F)(F)F)C N-(2-(1-Cyanocyclopropyl)pyridin-4-yl)-3-(3,4-difluoro-2-methoxyphenyl)-4,5-dimethyl-5-(trifluoromethyl)tetrahydrofuran-2-carboxamide